6-chloro-N-methyl-4-((2-(methylsulfonyl)phenyl)amino)nicotinamide ClC1=NC=C(C(=O)NC)C(=C1)NC1=C(C=CC=C1)S(=O)(=O)C